6-(1-acryloylpiperidine-3-yl)-2-(4-phenoxyphenyl)nicotinamide C(C=C)(=O)N1CC(CCC1)C1=NC(=C(C(=O)N)C=C1)C1=CC=C(C=C1)OC1=CC=CC=C1